CNC(=O)C1=C(C=CC=C1)[C@]12OCC[C@H]2C1 2-[(methylamino)carbonyl]phenyl-(1s,5s,6s)-2-oxabicyclo[3.1.0]hexane